S(=O)(=O)(C1=CC=C(C)C=C1)C12COCCC2N1 tosyl-3-oxa-7-azabicyclo[4.1.0]heptane